CC1=C(NC=2C(=NC=CN2)C(=O)N)C=CC(=C1)N1CCOCC1 3-(2-methyl-4-morpholino-anilino)pyrazine-2-carboxamide